(±)-4-(dichloroacetyl)-3,4-dihydro-3-methyl-2H-1,4-benzoxazine ClC(C(=O)N1[C@@H](COC2=C1C=CC=C2)C)Cl |r|